N1C=C(C2=CC=CC=C12)CC(CCCC)NC(=O)C1=CC=2C(=NC(=CC2)N2CCOCC2)S1 N-(1-(1H-indol-3-yl)hexane-2-yl)-6-morpholinothieno[2,3-b]pyridine-2-carboxamide